4-(2,6-Dimethoxyphenyl)-5-(6-ethoxypyridin-2-yl)-N-((2-(pyridin-4-yl)ethyl)sulfonyl)-4H-1,2,4-triazole-3-carboxamide COC1=C(C(=CC=C1)OC)N1C(=NN=C1C1=NC(=CC=C1)OCC)C(=O)NS(=O)(=O)CCC1=CC=NC=C1